((2S,4R)-4-hydroxy-2-((bis(4-methoxyphenyl)(phenyl)methoxy)methyl)pyrrolidin-1-yl)(4-{6-[(E)-2-(4-nitrophenyl)ethenyl]pyridin-2-yl}phenyl)methanone O[C@@H]1C[C@H](N(C1)C(=O)C1=CC=C(C=C1)C1=NC(=CC=C1)\C=C\C1=CC=C(C=C1)[N+](=O)[O-])COC(C1=CC=CC=C1)(C1=CC=C(C=C1)OC)C1=CC=C(C=C1)OC